2-oxo-1H-pyridine-3-carboxamide O=C1NC=CC=C1C(=O)N